C(N)(=O)C1=CC=C(C=N1)C=1C=C2N(N=CC(=C2NC(C)C)C(=O)NC2CCC(CC2)C(NC)=O)C1 6-(6-carbamoylpyridin-3-yl)-4-(isopropylamino)-N-((1r,4r)-4-(methylcarbamoyl)cyclohexyl)pyrrolo[1,2-b]pyridazine-3-carboxamide